C(C1=CC=CC=C1)N1CC=2C(=C(C=3NC=4C=CC=CC4C3C2)C)CC1 2-benzyl-5-methyl-2,3,4,6-tetrahydro-1H-pyrido[4,3-b]carbazole